C1NCCC2=CC=CC=C12 3,4-dihydro-1H-isoquinolin